S1C=NC2=C1C=CC(=C2)NC2=CC=NC1=CC=C(C=C21)C2=C(C=C(C=C2)C(=O)N2CCN(CC2)C(C)(C)C)F (4-(4-(benzo[d]thiazol-5-ylamino)quinolin-6-yl)-3-fluorophenyl)(4-(tert-butyl)piperazin-1-yl)methanone